CC=1C(=C(C=CC1CO)C1=CC=C(C=C1)CO)C dimethyl-bis(hydroxymethyl)biphenyl